C(C1=CC=CC=C1)NC(=O)C=1N(C(N2C1CN(CC2)C(C2=CC(=C(C=C2)Br)Cl)=O)=O)C=2C=C1C=NNC1=CC2 N-benzyl-7-(4-bromo-3-chloro-benzoyl)-2-(1H-indazol-5-yl)-3-oxo-6,8-dihydro-5H-imidazo[1,5-a]pyrazine-1-carboxamide